Cl.C(C=C)NCCCNCC=C 1,3-bis(allylamino)propane hydrochloric acid salt